p-toluenesulfonic acid amide CC1=CC=C(C=C1)S(=O)(=O)N